C(=CC)C1=CC=CC2=CC3=CC=CC=C3C=C12 propenyl-anthracene